ClC=1C=C(C=CC1)C1=CN(C=2N=CN=C(C21)N(CC(CO)C)C)COCC[Si](C)(C)C 3-((5-(3-chlorophenyl)-7-((2-(trimethylsilyl)ethoxy)methyl)-7H-pyrrolo[2,3-d]pyrimidin-4-yl)(methyl)amino)-2-methylpropan-1-ol